FC1=C(C(=O)NC2CNCCC2)C(=CC(=C1)F)NC1=C(C=C(C=C1)I)F 2,4-difluoro-6-((2-fluoro-4-iodophenyl)amino)-N-(piperidin-3-yl)benzamide